(1S,3r)-3-(((S)-7-benzyl-20-(2,5-dioxo-2,5-dihydro-1H-pyrrol-1-yl)-3,6,9,12,15-pentaoxo-2,5,8,11,14-pentaazaicosyl)oxy)cyclobutane-1-carboxylic acid C(C1=CC=CC=C1)[C@@H](C(NCC(NCOC1CC(C1)C(=O)O)=O)=O)NC(CNC(CNC(CCCCCN1C(C=CC1=O)=O)=O)=O)=O